CC1CCC(N(C1)C(C(=O)O)=O)C1=CC(=CC=C1)C(F)(F)F 2-[5-methyl-2-[3-(trifluoromethyl)phenyl]-1-piperidyl]-2-oxo-acetic acid